C(C)(C)(C)OC(N(CC1=NC2=CC=CC=C2C=C1)C1=CC(=NC=2N1N=CC2C(C)C)Cl)=O (5-chloro-3-isopropylpyrazolo[1,5-a]pyrimidin-7-yl)(quinolin-2-ylmethyl)carbamic acid tert-butyl ester